9H-fluoren-2-amine C1=C(C=CC=2C3=CC=CC=C3CC12)N